3-ethyl-3-undecanol C(C)C(CC)(CCCCCCCC)O